(S*)-(7-fluorospiro[chromane-2,1'-cyclopropan]-4-yl)methanesulfonamide FC1=CC=C2[C@H](CC3(CC3)OC2=C1)CS(=O)(=O)N |o1:5|